2-(2,6-dioxopiperidin-3-yl)-4-(((1-(1-((1-methylcyclohexyl)methyl)piperidin-4-yl)-1H-pyrazol-4-yl)methyl)amino)isoindoline-1,3-dione O=C1NC(CCC1N1C(C2=CC=CC(=C2C1=O)NCC=1C=NN(C1)C1CCN(CC1)CC1(CCCCC1)C)=O)=O